7-chloro-9-(4-chlorophenyl)-2,3-dimethyl-pyrazino[1,2-a]pyrimidin-4-one ClC=1N=C(C=2N(C(C(=C(N2)C)C)=O)C1)C1=CC=C(C=C1)Cl